9-bromo-1-(tetrahydro-2H-pyran-4-yl)pyrazolo[1,5-c]quinazolin-2(3H)-one BrC1=CC=2C=3N(C=NC2C=C1)NC(C3C3CCOCC3)=O